NCCC[SiH2]C(OCC)OCC 3-aminopropyl-diethoxymethyl-silane